4-(4-((1R,5S)-3,8-Diazabicyclo[3.2.1]octan-3-yl)-2-((1-(pyrrolidin-1-ylmethyl)cyclopropyl)methoxy-d2)-5,8-dihydropyrido[3,4-d]pyrimidin-7(6H)-yl)-5,6-difluoronaphthalen-2-ol [C@H]12CN(C[C@H](CC1)N2)C=2C1=C(N=C(N2)OC([2H])([2H])C2(CC2)CN2CCCC2)CN(CC1)C1=CC(=CC2=CC=C(C(=C12)F)F)O